C(N)(=O)C1=CC(=C(OCC=2C3=C(SC2C(=O)OC(C(C)C)OC(CC)=O)C=CC=C3Cl)C(=C1)F)F 2-Methyl-1-(propionyloxy)propyl 3-((4-carbamoyl-2,6-difluorophenoxy)methyl)-4-chlorobenzo[b]thiophene-2-carboxylate